CC=1NC(=CC1C1=CC2=CC=CC=C2C=C1)C1=CC2=CC=CC=C2C=C1 2-methyl-3,5-di(naphthalene-2-yl)-1H-pyrrole